ClC=1C=C(C=CC1)CNC(=O)[C@H]1[C@H]2CN([C@@H](C1)CC2)C(=O)C2=NNC(=C2)C2=CC(=NC=C2F)OC (1R,4S,5R)-N-[(3-chlorophenyl)methyl]-2-[5-(5-fluoro-2-methoxypyridin-4-yl)-1H-pyrazole-3-carbonyl]-2-azabicyclo[2.2.2]octane-5-carboxamide